N-[(4-methoxycyclohex-1-en-1-yl)methylene]hydroxylamine COC1CC=C(CC1)C=NO